FC(C(F)(F)F)C(C(COCC(C(C(C(F)(F)F)F)(F)F)(F)F)(F)F)(F)F tetrafluoroethyl-2,2,3,3-tetrafluoropropyl ether